5-(4-(difluoromethoxy)phenyl)-N-(2-((2S,6S)-2,6-dimethylmorpholino)-5-fluoropyrimidin-4-yl)pyridazin-3-amine FC(OC1=CC=C(C=C1)C=1C=C(N=NC1)NC1=NC(=NC=C1F)N1C[C@@H](O[C@H](C1)C)C)F